FC1CC(C1)(C1=NC=CC=C1F)CNC1=NC=C(C(=N1)C)C=1C=C(C(=O)N)C=CC1 3-[2-({[3-fluoro-1-(3-fluoro(2-pyridyl))cyclobutyl]methyl}amino)-4-methylpyrimidin-5-yl]benzamide